OC1=CC=C(C=C1)CC(=O)NC1=CC2=CC=CC=C2C=C1 2-(4-hydroxyphenyl)-N-(naphthalen-2-yl)acetamide